ClC=1C=C(C=CC1Cl)NC1=CC=C2N=C3CCCCC3=C(C2=C1)NCCNC(=N)N 1-(2-(7-(3,4-Dichlorophenylamino)-1,2,3,4-tetrahydroacridin-9-ylamino)ethyl)guanidine